C(#N)C1=C(C=CC=C1)C(C(C)C=1N(C(C(=C(N1)C(=O)NC=1C=NOC1)O)=O)C)C=1C=NN(C1)C(F)F (1-(2-cyanophenyl)-1-[1-(difluoromethyl)pyrazol-4-yl]propan-2-yl)-5-hydroxy-1-methyl-N-(1,2-oxazol-4-yl)-6-oxopyrimidine-4-carboxamide